5-(5-chloro-2-fluorobenzyl)-N-(4-(5-((4-hydroxy-4-methylpentyl)oxy)-2-methylphenyl)pyridin-2-yl)-4H-1,2,4-triazole-3-carboxamide ClC=1C=CC(=C(CC=2NC(=NN2)C(=O)NC2=NC=CC(=C2)C2=C(C=CC(=C2)OCCCC(C)(C)O)C)C1)F